1,8-dichloro-N-(1-cyanocyclopropyl)-3-(5-(difluoromethyl)-1,3,4-thiadiazol-2-yl)imidazo[1,5-a]pyridine-6-sulfonamide ClC=1N=C(N2C1C(=CC(=C2)S(=O)(=O)NC2(CC2)C#N)Cl)C=2SC(=NN2)C(F)F